2-[(3-(3,4-dimethoxyphenyl)imino-2-methyl-cyclohexen-1-yl)amino]acetic acid COC=1C=C(C=CC1OC)N=C1C(=C(CCC1)NCC(=O)O)C